6-bromo-1-methyl-indolin-2-one BrC1=CC=C2CC(N(C2=C1)C)=O